ClC=1C(=NC=CC1)N1C(CCC1)CO 3-chloro-2-(2-(hydroxymethyl)pyrrolidin-1-yl)pyridin